3-bromo-N-(3-((2-(2,6-dioxopiperidin-3-yl)-1-oxoisoindolin-4-yl)oxy)propyl)-N,4-dimethylbenzamide BrC=1C=C(C(=O)N(C)CCCOC2=C3CN(C(C3=CC=C2)=O)C2C(NC(CC2)=O)=O)C=CC1C